6-chloro-3-(((R)-1-(3,6-dimethyl-2-((R)-3-((1-methyl-1H-pyrazol-5-yl)oxy)pyrrolidin-1-yl)-4-oxo-3,4-dihydroquinazolin-8-yl)ethyl)amino)-N-(methylsulfonyl)picolinamide ClC1=CC=C(C(=N1)C(=O)NS(=O)(=O)C)N[C@H](C)C=1C=C(C=C2C(N(C(=NC12)N1C[C@@H](CC1)OC1=CC=NN1C)C)=O)C